FC(N1N=C(C(=C1C)C=1C=NN2C1C=C(C=C2)C=2SC(=C(N2)OC)C(=O)OCC)C)F ethyl 2-[3-[1-(difluoromethyl)-3,5-dimethyl-pyrazol-4-yl]pyrazolo[1,5-a]pyridin-5-yl]-4-methoxy-thiazole-5-carboxylate